C[C@H](CC(CC(C)C)O)[C@H]1CC[C@@H]2[C@@]1([C@H](C[C@H]3[C@H]2[C@@H](C[C@H]4[C@@]3(CC[C@H](C4)O)C)O)O)C The molecule is a 23-hydroxy steroid, a 12alpha-hydroxy steroid, a 3alpha-hydroxy steroid and a 7alpha-hydroxy steroid. It derives from a hydride of a 5beta-cholestane.